4-(methylamino)butane CNCCCC